FC=1C=C(C(=O)NC2=CC=C(C=C2)N2CC3=CC=CC=C3C2)C=C(C1O)C=O 3-fluoro-5-formyl-4-hydroxy-N-(4-(isoindolin-2-yl)phenyl)benzamide